1-[4,5-Dichloro-2-(3-methoxypropyl)phenyl]-3-[4-methyl-5-(1-methylpyrazol-4-yl)-2-phenylpyrazol-3-yl]urea ClC1=CC(=C(C=C1Cl)NC(=O)NC=1N(N=C(C1C)C=1C=NN(C1)C)C1=CC=CC=C1)CCCOC